ClCC[C@H](O)C1=CC=CC=C1 (S)-3-chloro-1-phenyl-propan-1-ol